C1([C@H](O)[C@@H](O)[C@H](O)[C@H](O1)CO)OC=1C(=O)O[C@@H](C1O)[C@@H](O)CO 2-O-D-glucopyranosyl-L-ascorbic acid